(R)-1-(4-chlorobenzyl)-3-(4-((3-methyl-2-oxopiperidin-1-yl)methyl)phenyl)urea ClC1=CC=C(CNC(=O)NC2=CC=C(C=C2)CN2C([C@@H](CCC2)C)=O)C=C1